(S)-tert-butyl (5-(1H-pyrazol-1-yl)isochroman-1-yl)methyl(methyl)carbamate N1(N=CC=C1)C1=C2CCO[C@@H](C2=CC=C1)CN(C(OC(C)(C)C)=O)C